C(#N)C1=CC=2C3=C(C=NC2C=C1)N=C(N3[C@H]3C[C@H](OCC3)C)CN3C(C(=CC=C3)C(=O)OC)=O Methyl 1-((8-cyano-1-((2R,4R)-2-methyltetrahydro-2H-pyran-4-yl)-1H-imidazo[4,5-C]quinolin-2-yl) methyl)-2-oxo-1,2-dihydropyridine-3-carboxylate